2-vinyl-pyridinium chloride [Cl-].C(=C)C1=[NH+]C=CC=C1